BrC=1N=C2N(COC3=C2C(=NC=C3)F)C1C1=CC=CC=C1 2-Bromo-10-fluoro-3-phenyl-5H-imidazo[1,2-c]pyrido[3,4-e][1,3]oxazine